(R)-(1,1-difluorospiro[2.3]hexan-5-yl)(4-(3-methylmorpholino)-2-(1H-pyrazol-3-yl)-2,6,8,9-tetrahydro-7H-1,2,3,7-tetraazabenzo[cd]azulen-7-yl)methanone FC1(CC12CC(C2)C(=O)N2CC=1C3=C(N(N=C3CC2)C2=NNC=C2)N=C(C1)N1[C@@H](COCC1)C)F